C[C@H]1[C@@H](C[C@H]([C@@H](O1)OCCCCCCCCCCC(=O)SCCNC(=O)CCNC(=O)[C@@H](C(C)(C)COP(=O)(O)OP(=O)(O)OC[C@@H]2[C@H]([C@H]([C@@H](O2)N3C=NC4=C(N=CN=C43)N)O)OP(=O)(O)O)O)O)O The molecule is an acyl-CoA that results from the formal condensation of the thiol group of coenzyme A with the carboxy group of oscr#18. It derives from an oscr#18. It is a conjugate acid of an oscr#18-CoA(4-).